OC1=C(C=CC=C1)C=1N=NC=2NC(C3=CC(=CN3C2C1)C=1CCN(CC1)C(=O)OC(C)(C)C)=O tert-butyl 4-[12-(2-hydroxyphenyl)-7-oxo-2,8,10,11-tetrazatricyclo[7.4.0.02,6]trideca-1(9),3,5,10,12-pentaen-4-yl]-3,6-dihydro-2H-pyridine-1-carboxylate